C(C)OC(CN1CCN(CC1)CCCCCC1=CC=C2CCCN(C2=N1)C(=O)OC(C)(C)C)=O Tert-butyl 7-(5-(4-(2-ethoxy-2-oxoethyl)piperazin-1-yl)pentyl)-3,4-dihydro-1,8-naphthyridine-1(2H)-carboxylate